5-(8-chloro-4-methyl-quinazolin-6-yl)-N-methyl-4-phenylpyrimidin-2-amine ClC=1C=C(C=C2C(=NC=NC12)C)C=1C(=NC(=NC1)NC)C1=CC=CC=C1